[(3S)-1-methyl-5-oxo-pyrrolidin-3-yl]-4-(3-bromopyrazolo[1,5-a]pyrimidin-5-yl)piperazine-1-carboxylate CN1C[C@H](CC1=O)OC(=O)N1CCN(CC1)C1=NC=2N(C=C1)N=CC2Br